tert-butyl 2-({[2-cyano-3-(2,3-dihydro-1,4-benzodioxin-6-yl) phenyl] amino} carbonyl)-1-methyl-1,4,6,7-tetrahydro-5H-imidazo[4,5-c]pyridine-5-carboxylate C(#N)C1=C(C=CC=C1C1=CC2=C(OCCO2)C=C1)NC(=O)C=1N(C2=C(CN(CC2)C(=O)OC(C)(C)C)N1)C